2-(3,4-dimethoxyphenyl)-N-methylethane-1-amine COC=1C=C(C=CC1OC)CCNC